ClC=1C=C(C=CC1Cl)C1(NC2=CC=C(C=C2N=C1NC1=CC(=C(C=C1)Cl)Cl)N1CCCC1)N 2,N3-bis(3,4-dichlorophenyl)-6-(pyrrolidin-1-yl)quinoxaline-2,3-diamine